3-((7-chloro-1-hydroxy-1,3-dihydrobenzo[c][1,2]oxaborol-5-yl)amino)-1-(trans-4-cyanotetrahydro-2H-pyran-3-yl)-1H-pyrazole-4-carboxamide ClC1=CC(=CC2=C1B(OC2)O)NC2=NN(C=C2C(=O)N)[C@@H]2COCC[C@H]2C#N